C(C)(C)(C)OC(NC1C(CS(CC1)(=O)=O)=NO)=O (3-(hydroxyimino)-1,1-dioxotetrahydro-2H-thiopyran-4-yl)carbamic acid tert-butyl ester